C(C)(C)CC(CC(=O)OOC(C)C)=O.C(C)(C)CC(CC(=O)OOC(C)C)=O diisopropyloxy di(isopropyl acetoacetate)